tert-butyl N-[2-[2-[2,4-difluoro-5-(hydroxymethyl)phenyl]phenoxy]ethyl]carbamate FC1=C(C=C(C(=C1)F)CO)C1=C(OCCNC(OC(C)(C)C)=O)C=CC=C1